BrC1=C(C(=CC(=C1)C(C(F)(F)F)(C(C(F)(F)F)(F)F)F)C(F)(F)F)NC(C1=C(C(=CC=C1)N(C(C1=CC=C(C=C1)F)=O)O)F)=S N-(2-bromo-4-(perfluorobutan-2-yl)-6-(trifluoromethyl)phenyl)-2-fluoro-3-((hydroxy)(4-fluorobenzoyl)amino)thiobenzamide